OCCCCN1N=NC2=C1C=CC(=C2C)C(CC(=O)OCC)C2=CC(=CC(=C2)OC)CN2S(OC1=C(C2)C=C(C=C1)O)(=O)=O ethyl 3-[1-(4-hydroxybutyl)-4-methyl-1H-benzotriazol-5-yl]-3-{3-[(6-hydroxy-2,2-dioxo-2H-1,2λ6,3-benzoxathiazin-3(4H)-yl)methyl]-5-methoxyphenyl}propanoate